CC1=NC=C(C(=O)NCCN2[C@@H](CCCC2)C)C=C1NC1=NN(C2=NC(=NC=C21)NC=2C=NN(C2)C)C (R)-6-methyl-5-((1-methyl-6-((1-methyl-1H-pyrazol-4-yl)amino)-1H-pyrazolo[3,4-d]pyrimidin-3-yl)amino)-N-(2-(2-methylpiperidin-1-yl)ethyl)nicotinamide